Cl.ClC1=CC(=C(OCC[C@H](N)B2OC(C(O2)(C)C)(C)C)C=C1)C (R)-3-(4-chloro-2-methylphenoxy)-1-(4,4,5,5-tetramethyl-1,3,2-dioxaborolan-2-yl)propan-1-amine hydrochloride